FC=1C=C(C=CC1F)[C@H]1[C@@H](CN(C1)CCOC)NC(=O)NC1=C(C(=NN1C1=CC=CC=C1)OCC1(COC1)C)C 1-((3S,4R)-4-(3,4-difluorophenyl)-1-(2-methoxyethyl)pyrrolidin-3-yl)-3-(4-methyl-3-((3-methyloxetan-3-yl)methoxy)-1-phenyl-1H-pyrazol-5-yl)urea